FC(C1=CC=C(C=N1)CN1CCC2(CNC2)CC1)(F)F 7-[[6-(trifluoro-methyl)-3-pyridyl]methyl]-2,7-diazaspiro[3.5]nonane